C(#N)C1=CNC=2C3=C(C=CC12)C(=CN3)S(=O)(=O)NC3=NC(=C(C(=N3)OC)CC(F)F)OC 6-cyano-N-(5-(2,2-difluoroethyl)-4,6-dimethoxypyrimidin-2-yl)-1,8-dihydropyrrolo[3,2-g]indole-3-sulfonamide